F[C@@H]1CN(CC[C@H]1NC1=NN2C(C=N1)=C(C=C2C(=C)C(F)(F)F)F)S(=O)(=O)C (3R,4R)-3-fluoro-N-[5-fluoro-7-(3,3,3-trifluoroprop-1-en-2-yl)pyrrolo[2,1-f][1,2,4]triazin-2-yl]-1-methanesulfonylpiperidin-4-amine